2-[5-(dimethylamino)-3-{[(3R)-1-methylpiperidin-3-yl]amino}-1,2,4-triazin-6-yl]-5-(trifluoromethyl)phenol CN(C=1N=C(N=NC1C1=C(C=C(C=C1)C(F)(F)F)O)N[C@H]1CN(CCC1)C)C